tris(2-(2,2,3,3,3-pentafluoropropoxy)ethyl) phosphate P(=O)(OCCOCC(C(F)(F)F)(F)F)(OCCOCC(C(F)(F)F)(F)F)OCCOCC(C(F)(F)F)(F)F